5-amino-N-{[3-(4-{[(3S,4R)-3-fluoro-1-methylpiperidin-4-yl]amino}-1-(2,2,2-trifluoroethyl)-1H-indol-2-yl)-1,2,4-oxadiazol-5-yl]methyl}thiophene-3-carboxamide NC1=CC(=CS1)C(=O)NCC1=NC(=NO1)C=1N(C2=CC=CC(=C2C1)N[C@H]1[C@H](CN(CC1)C)F)CC(F)(F)F